FC(OC1=CC2=C(N=C(S2)NC(=O)C2(CCCCC2)C)C=C1)F N-[6-(difluoromethoxy)-1,3-benzothiazol-2-yl]-1-methylcyclohexane-1-carboxamide